FC(C(=O)O)(CC1=C(C=C(C=C1F)F)F)F α,α,2,4,6-pentafluoro-phenylpropionic acid